C1(CCCCC1)NC(OCC1=C(C=CC=C1)[N+](=O)[O-])=O 2-Nitrobenzyl Cyclohexylcarbamate